ClC1=CC=C(C=C1)C1(CCN(CC1)CCC(C(=O)C1=CC=C(C=C1)F)(F)F)O 4-(4-(4-chlorophenyl)-4-hydroxypiperidin-1-yl)-2,2-difluoro-1-(4-fluorophenyl)butan-1-one